C(C)N1N=C(C=C1)[S@](=O)(N)=NC(NC1=C2C(=NC(=C1C)C(F)(F)F)CCC2)=O |o1:7| (S) or (R)-1-Ethyl-N'-((3-methyl-2-(trifluoromethyl)-6,7-dihydro-5H-cyclopenta[b]pyridin-4-yl)carbamoyl)-1H-pyrazole-3-sulfonimidamide